O1C(=CC=C1)C=C(C(=O)O)NC(C1=CC=C(C=C1)OCC(C)C)=O 3-(furan-2-yl)-2-(4-isobutoxybenzamido)acrylic acid